(2S,4S)-N-Cbz-2-vinyl-4-cyanopyrrolidine C(=O)(OCC1=CC=CC=C1)N1[C@@H](C[C@@H](C1)C#N)C=C